FC(C1=NC2=CC(=CC=C2C(N1C=1SC=C(N1)C1=CC=CC=C1)=O)F)(C1=CC=CC=C1)F 2-(Difluoro(phenyl)methyl)-7-fluoro-3-(4-phenylthiazol-2-yl)quinazolin-4(3H)-one